CC(C)(COP(=O)(O)OP(=O)(O)OC[C@@H]1[C@H]([C@H]([C@@H](O1)N2C=NC3=C(N=CN=C32)N)O)OP(=O)(O)O)[C@H](C(=O)NCCC(=O)NCCSC(=O)CC(=O)C/C=C/CC(=O)O)O The molecule is an acyl-CoA that results from the formal condensation of the thiol group of coenzyme A with the carboxy group of 3-oxo-5,6-dehydrosuberic acid. It is a conjugate acid of a 3-oxo-5,6-dehydrosuberyl-CoA(5-).